C(C)(C)(C)OC(=O)N1N=CC2=CC=C(C=C12)[C@@H]1C[C@@]12C(N(C1=CC=C(C=C21)OC)C)=O 6-[(1R,2S)-5'-methoxy-1'-methyl-2'-oxospiro[cyclopropan-1,3'-indol]-2-yl]indazole-1-carboxylic acid tert-butyl ester